NC=1C=2N(C3=C(N1)C=NC(=C3)C(=O)N(C)C3CCC1=CC=CC=C31)C=NC2 4-amino-N-(2,3-dihydro-1H-inden-1-yl)-N-methylimidazo[1,5-a]pyrido[3,4-e]pyrazine-8-carboxamide